FC(C1(CCN(CC1)C1=NC(=NC(=N1)C1=NC(=CC=C1)C(F)(F)F)NC1=CC(=NC=C1)C(F)(F)F)O)(F)F (4-trifluoromethyl-4-hydroxypiperidin-1-yl)-6-(6-(trifluoromethyl)pyridin-2-yl)-N-(2-(trifluoromethyl)pyridin-4-yl)-1,3,5-triazin-2-amine